ethylene glycol bis(3-mercapto-propionate) SCCC(=O)OCCOC(CCS)=O